2-(4-(adamantan-1-yl)phenyl)-4-(6-(4,6-diphenyl-1,3,5-triazin-2-yl)naphthalen-2-yl)-6-phenyl-1,3,5-triazine C12(CC3CC(CC(C1)C3)C2)C2=CC=C(C=C2)C2=NC(=NC(=N2)C2=CC3=CC=C(C=C3C=C2)C2=NC(=NC(=N2)C2=CC=CC=C2)C2=CC=CC=C2)C2=CC=CC=C2